O=C1NC(CCC1N1C(C2=CC=C(C=C2C1=O)N1CCN(CC1)C(CC=O)(C)C)=O)=O 3-(4-(2-(2,6-dioxopiperidin-3-yl)-1,3-dioxoisoindolin-5-yl)piperazine-1-yl)-3-methylbutanal